2-(2-fluoro-4-(2-((5-(2-hydroxy-2-methylpropyloxy)benzo[d]thiazol-2-yl)amino)-2-oxoethyl)phenoxy)pyridine-3-carboxamide FC1=C(OC2=NC=CC=C2C(=O)N)C=CC(=C1)CC(=O)NC=1SC2=C(N1)C=C(C=C2)OCC(C)(C)O